CN1CC(=CC(=C1)C)C 1,3,5-trimethyl-1H-pyridine